4-hydroxy-2-methylhexylperoxyneodecanoate OC(CC(COOC(CCCCCC(C)(C)C)=O)C)CC